tert-butyl 3-(3-chloro-4-(4-methylpiperazine-1-carbonyl)phenylamino)azetidine-1-carboxylate ClC=1C=C(C=CC1C(=O)N1CCN(CC1)C)NC1CN(C1)C(=O)OC(C)(C)C